3-(5-(4-((1-(4-((1S,2S)-2-Cyclobutyl-6-hydroxy-1,2,3,4-tetrahydronaphthalen-1-yl)phenyl)piperidin-4-yl)methyl)piperazin-1-yl)-1-oxoisoindolin-2-yl)piperidine-2,6-dione C1(CCC1)[C@H]1[C@H](C2=CC=C(C=C2CC1)O)C1=CC=C(C=C1)N1CCC(CC1)CN1CCN(CC1)C=1C=C2CN(C(C2=CC1)=O)C1C(NC(CC1)=O)=O